C12CN(CC2C1)C1=NC=C(C(=N1)C)C(=O)OCC ethyl 2-{3-azabicyclo[3.1.0]hex-3-yl}-4-methylpyrimidine-5-carboxylate